[N+](=O)([O-])C1=C(C=C(C=C1)[N+](=O)[O-])Cl 1,4-Dinitrochlorobenzene